(2S)-6-(benzyloxy)-2,5,7,8-tetramethyl-2-(9,9,9-trifluoro-2-(phenylsulfonyl)-nonyl)chromane C(C1=CC=CC=C1)OC=1C(=C2CC[C@](OC2=C(C1C)C)(CC(CCCCCCC(F)(F)F)S(=O)(=O)C1=CC=CC=C1)C)C